7-methyl-2-((2S)-2-(2-methyl-4-pyridinyl)-4-morpholinyl)-4-(trans-3-(trifluoromethyl)cyclobutyl)pyrido[2,3-d]pyrimidine CC=1C=CC2=C(N=C(N=C2[C@@H]2C[C@H](C2)C(F)(F)F)N2C[C@@H](OCC2)C2=CC(=NC=C2)C)N1